2-(3-(3-chloro-4-(9-(3-chlorobenzyl)-6-(1-methylcyclopropoxy)-9H-purin-8-yl)phenoxy)propoxy)acetic acid ClC=1C=C(OCCCOCC(=O)O)C=CC1C=1N(C2=NC=NC(=C2N1)OC1(CC1)C)CC1=CC(=CC=C1)Cl